2-((1-(tert-butoxycarbonyl)azetidin-3-yl)methyl)-1-(2,3-dihydroxypropyl)-2H-indazol-1-ium C(C)(C)(C)OC(=O)N1CC(C1)CN1[N+](=C2C=CC=CC2=C1)CC(CO)O